[Na].ClCC(C)O 3-chloro-2-hydroxypropane sodium